trans-ethyl p-aminocyclohexylcarboxylate N[C@@H]1CC[C@H](CC1)C(=O)OCC